CNS(=O)(=O)C1=CC=C(S1)C(=O)NCC1=CC=C(C=C1)C(F)(F)F 5-(N-methylsulfamoyl)-N-(4-(trifluoromethyl)benzyl)thiophene-2-carboxamide